FS(=O)(=O)OC1=CC=C(C=C1)C 4-methylphenyl fluorosulfonate